ClC1=C(C=CC(=C1)C(F)(F)F)NC(CN1C(=C(C(C2=NC(=C(C=C12)F)N(C)C)=O)N1CCN(CC1)C(=O)C1=NC=NC(=C1O)C)CC)=O N-(2-chloro-4-(trifluoromethyl)phenyl)-2-(6-(dimethylamino)-2-ethyl-7-fluoro-3-(4-(5-hydroxy-6-methylpyrimidine-4-carbonyl)piperazin-1-yl)-4-oxo-1,5-naphthyridin-1(4H)-yl)acetamide